1-butyl-3-methylimidazole aluminum chloride salt [Al](Cl)(Cl)Cl.C(CCC)N1CN(C=C1)C